α-ethoxyphenyl acrylate C(C=C)(=O)OC1=C(C=CC=C1)OCC